2-((3,5-dicyano-4-ethyl-6-(4-(pyridin-4-ylmethyl)piperazin-1-yl)pyridin-2-yl)sulfanyl)-2-phenylacetamide C(#N)C=1C(=NC(=C(C1CC)C#N)N1CCN(CC1)CC1=CC=NC=C1)SC(C(=O)N)C1=CC=CC=C1